(4-fluoro-1-bicyclo[2.2.2]octyl)methylamine FC12CCC(CC1)(CC2)CN